C[C@H]1O[C@H](CN(C1)C1=C2C=CC=NC2=C(C=C1)C(F)(F)F)C(=O)NC1CC2CN(CC(C1)C2)C(=O)OC(C)(C)C tert-butyl 7-[[(2R,6R)-6-methyl-4-[8-(trifluoromethyl)-5-quinolyl]morpholine-2-carbonyl]amino]-3-azabicyclo[3.3.1]nonane-3-carboxylate